C(C)(C)(C)OC(C(C(=O)OC(C)(C)C)=NC1=NC=CC(=C1F)CBr)=O 2-[4-(bromomethyl)-3-fluoropyridin-2-yl]iminomalonic acid di-tert-butyl ester